tert-butyl 4-methyl-2-oxo-2,5,6,8-tetrahydro-1,7-naphthyridine-7(1H)-carboxylate CC1=CC(NC=2CN(CCC12)C(=O)OC(C)(C)C)=O